2-chloro-4-methylsulfanyl-furo[3,2-d]pyrimidine ClC=1N=C(C2=C(N1)C=CO2)SC